1-(4-bromo-3,6-dihydropyridin-1(2H)-yl)ethan-1-one BrC=1CCN(CC1)C(C)=O